6-[4-(4-butylcyclohexyl)phenyl]-2-chloro-3-isothiocyanato-pyridine C(CCC)C1CCC(CC1)C1=CC=C(C=C1)C1=CC=C(C(=N1)Cl)N=C=S